NC1=C(C=C(C=C1)Br)C(CC)=O 1-(2-amino-5-bromophenyl)propan-1-one